N,N'-di(naphthalen-2-yl)-dibenzo[d,d']naphtho[2,3-b:6,7-b']difuran-3,10-diamine C1=C(C=CC2=CC=CC=C12)NC1=CC2=C(C3=C(O2)C=C2C=C4C(OC5=C4C=CC(=C5)NC5=CC4=CC=CC=C4C=C5)=CC2=C3)C=C1